3-amino-4-((3,3-difluorotetrahydro-2H-pyran-4-yl)amino)quinoline-6-carbonitrile NC=1C=NC2=CC=C(C=C2C1NC1C(COCC1)(F)F)C#N